(1R,3r,5S)-8-methyl-8-azabicyclo[3.2.1]octan-3-yl 3-cyclopropyl-2-phenylpropanoate C1(CC1)CC(C(=O)OC1C[C@H]2CC[C@@H](C1)N2C)C2=CC=CC=C2